C(=O)(O)[Ni]C(=O)O dicarboxyl-nickel